C(C)(C)(C)OC(=O)N1CC2=CC(=CC=C2CC1)B1OC(C(O1)(C)C)(C)C tert-Butyl-7-(4,4,5,5-tetramethyl-1,3,2-dioxaborolan-2-yl)-3,4-dihydroisoquinoline-2(1H)-carboxylate